(2s,3s,4r,5r,6r)-2-(4-chloro-3-(4-ethoxyphenyl)phenyl)-6-((hexadecanoyloxy)methyl)tetrahydro-2H-pyran ClC1=C(C=C(C=C1)[C@H]1O[C@H](CCC1)COC(CCCCCCCCCCCCCCC)=O)C1=CC=C(C=C1)OCC